C(C)(C)C1(NC(NC1=O)=O)CNC(=O)C=1C(=CC=CC1)C1=CC=C(C=C1)C(F)(F)F N-[(4-isopropyl-2,5-dioxoimidazolidin-4-yl)methyl]-4'-(trifluoromethyl)[biphenyl]-2-carboxamide